2-(Methylamino)Anilin CNC1=C(N)C=CC=C1